(tert-butyl)-N-(2-methyl-4-(3-(3-methylpiperazin-1-yl)pyridin-4-yl)benzyl)-1,2,4-oxadiazole-3-carboxamide hydrochloride Cl.C(C)(C)(C)C1=NC(=NO1)C(=O)NCC1=C(C=C(C=C1)C1=C(C=NC=C1)N1CC(NCC1)C)C